(10R)-7-(3,3-dimethylbutyl)-6-(2,6-dimethylphenyl)-10-methyl-2,2-dioxo-9-oxa-2λ6-thia-3,5,12,19-tetrazatricyclo[12.3.1.14,8]nonadeca-1(18),4(19),5,7,14,16-hexaen-13-one CC(CCC=1C(=NC=2NS(C=3C=CC=C(C(NC[C@H](OC1N2)C)=O)C3)(=O)=O)C3=C(C=CC=C3C)C)(C)C